nickel-nickel molybdenum [Mo].[Ni].[Ni]